NC1=CC(=NC(=N1)NC1=C(C=CC=C1)O)C(=O)N1CCCC2=CC=CC=C12 (6-Amino-2-((2-hydroxyphenyl)amino)pyrimidin-4-yl)(3,4-dihydroquinolin-1(2H)-yl)methanone